CN1N=C2N=CC(=CC2=C1)C(CC(=O)O)N1N=CC2=CC(=CC=C12)OCCC1=NC=2NCCCC2C=C1 3-(2-Methyl-2H-pyrazolo[3,4-b]pyridin-5-yl)-3-(5-(2-(5,6,7,8-tetrahydro-1,8-naphthyridin-2-yl)ethoxy)-1H-indazol-1-yl)propanoic acid